FC1=C(C=CC(=C1)S(=O)(=O)C)NCC#CC=1N(C2=CC=CC(=C2C1)NC1CCN(CC1)CC(C)O)CC(F)(F)F 1-{4-[(2-{3-[(2-fluoro-4-methane-sulfonylphenyl)amino]prop-1-yn-1-yl}-1-(2,2,2-trifluoroethyl)-1H-indol-4-yl)amino]piperidin-1-yl}propan-2-ol